6-isopropyl-5-(8-methoxy-[1,2,4]triazolo[1,5-a]pyridin-6-yl)-1-(4-(pyrrolidin-1-yl)cyclohexyl)-1,3-dihydro-2H-benzo[d]imidazol-2-one C(C)(C)C=1C(=CC2=C(N(C(N2)=O)C2CCC(CC2)N2CCCC2)C1)C=1C=C(C=2N(C1)N=CN2)OC